o-propoxyphenol C(CC)OC1=C(C=CC=C1)O